4-benzyloxy-N-(1-(3-fluorophenyl)-6-oxo-1,6-dihydropyridin-3-yl)benzamide C(C1=CC=CC=C1)OC1=CC=C(C(=O)NC2=CN(C(C=C2)=O)C2=CC(=CC=C2)F)C=C1